O1C(=O)C(=CC2=CC=CC=C12)C(=O)O cumarinic acid